C(C1=CC=CC=C1)C1(CC1)N(C(CC[C@@H](CO)NC([C@H](CC1CCCCC1)NC(OCC1=CC(=CC=C1)Cl)=O)=O)=O)C 3-Chlorobenzyl ((S)-1-(((S)-5-((1-benzylcyclopropyl)(methyl)amino)-1-hydroxy-5-oxopentan-2-yl)amino)-3-cyclohexyl-1-oxopropan-2-yl)carbamate